7-chloro-4-methoxy-6-(methoxymethyl)benzo[d]isoxazol-3-amine ClC1=C(C=C(C=2C(=NOC21)N)OC)COC